ClC=1C2=C(N=CN1)N(C=C2)[C@H]2[C@@H]([C@@H]([C@H](C2)CN(C(C(C)(C)C)=O)CC#CC=2C=C(C(=O)N)C=CC2)O)O 3-(3-(N-(((1R,2R,3S,4R)-4-(4-chloro-7H-pyrrolo[2,3-d]pyrimidin-7-yl)-2,3-dihydroxycyclopentyl)methyl)pivalamido)prop-1-yn-1-yl)benzamide